BrC1=CC=CC2=C1N(C=N2)CC2CN(CCOC2)C(=O)OC(C)(C)C tert-butyl 6-[(7-bromobenzimidazol-1-yl)methyl]-1,4-oxazepane-4-carboxylate